CC(CCCCCCCCCCCC(CC(=O)NCC(=O)O)OC(CCCCCCCCCCCC(C)C)=O)C N-(15-methyl-3-(13-methyltetradecanoyloxy)-Hexadecanoyl)-glycine